(2S,4R)-1-tert-butyloxycarbonyl-2-carbamoyl-4-hydroxypyrrolidine C(C)(C)(C)OC(=O)N1[C@@H](C[C@H](C1)O)C(N)=O